NC1=C(C=C(N=N1)C1=C(C=CC=C1)O)N1CC2CCC(C1)N2C2=CC(=NC=C2)C#CCN2CC=1NN=CC1C2 2-[6-amino-5-[8-[2-[3-(4,6-dihydro-1H-pyrrolo[3,4-c]pyrazol-5-yl)prop-1-ynyl]-4-pyridyl]-3,8-diazabicyclo[3.2.1]octan-3-yl]pyridazin-3-yl]phenol